N-{3,5-difluoro-4-[(3-[1-(propan-2-yl)-1H-pyrazol-5-yl]-1-{[2-(trimethylsilyl)ethoxy]methyl}-1H-pyrrolo[2,3-b]pyridin-4-yl)oxy]phenyl}-5,6-dihydro-4H-1,3-oxazin-2-amine FC=1C=C(C=C(C1OC1=C2C(=NC=C1)N(C=C2C2=CC=NN2C(C)C)COCC[Si](C)(C)C)F)NC=2OCCCN2